(S)-4-(3-((tert-Butoxycarbonyl)amino)piperidin-1-yl)-2-nitrobenzoic acid C(C)(C)(C)OC(=O)N[C@@H]1CN(CCC1)C1=CC(=C(C(=O)O)C=C1)[N+](=O)[O-]